3'-deoxy-2'-O-[hydroxy(oxido)-λ5-phosphanyl]-N-(2-methylpropanoyl)guanosine OP(O[C@H]1[C@@H](O[C@@H](C1)CO)N1C=NC=2C(=O)NC(NC(C(C)C)=O)=NC12)=O